NC1=C(C=CC=C1)C(C(C1=C(C=CC=C1)N)O)O bis(2-aminophenyl)ethylene glycol